BrC=1C=C(C(=O)NC2=CC=C(C=C2)S(NC2=CC=C(C=C2)F)(=O)=O)C=CC1C 3-bromo-N-(4-(N-(4-fluorophenyl)sulfamoyl)phenyl)-4-methylbenzamide